(S)-N-((S)-1-(5-(((S)-1,1-dimethyl-2,3-dihydro-1H-inden-2-yl)amino)pyridin-2-yl)-2,2,2-trifluoroethyl)-N-methyl-5-oxopyrrolidine-3-carboxamide CC1([C@H](CC2=CC=CC=C12)NC=1C=CC(=NC1)[C@@H](C(F)(F)F)N(C(=O)[C@@H]1CNC(C1)=O)C)C